2-((2-(tertbutyl)-4-fluorophenyl)-amino)-5-chloro-benzoic acid C(C)(C)(C)C1=C(C=CC(=C1)F)NC1=C(C(=O)O)C=C(C=C1)Cl